C(C)(C)(C)C1=NC(=NO1)C(=O)NCC1=C(C=C(C=C1)C1=NC=NN2C1=CC(=C2)N2CC(OCC2)C)C 5-(tert-butyl)-N-(2-methyl-4-(6-(2-methylmorpholino)pyrrolo[2,1-f][1,2,4]triazin-4-yl)benzyl)-1,2,4-oxadiazole-3-carboxamide